C(C)NC(CCCCCCCCCCC(=O)C(N)C(=O)O)=O 2-(12-(ethylamino)-12-oxododecanoyl)glycine